Bis(2,6-difluoro-3-(1H-pyrrol-1-yl)phenyl)titanocene FC1=C(C(=CC=C1N1C=CC=C1)F)[C-]1C=CC=C1.[C-]1(C=CC=C1)C1=C(C(=CC=C1F)N1C=CC=C1)F.[Ti+2]